1-(5-(((2S,4R)-2-methyl-1-(oxetan-3-yl)piperidin-4-yl)methyl)pyrazolo[1,5-a]pyridin-3-yl)dihydropyrimidine-2,4(1H,3H)-dione C[C@@H]1N(CC[C@H](C1)CC1=CC=2N(C=C1)N=CC2N2C(NC(CC2)=O)=O)C2COC2